bis(4-hydroxyphenyl)-ortho-diisopropylbenzene OC1=CC=C(C=C1)C1=C(C(=C(C=C1)C(C)C)C(C)C)C1=CC=C(C=C1)O